Br(=O)(=O)[O-].[K+] potassium bromate